cobalt zinc boron lanthanum [La].[B].[Zn].[Co]